ClC=1C(=C(C=CC1)C(C)N)C 1-(3-chloro-2-methylphenyl)ethan-1-amine